N-(2-azaspiro[3.3]heptan-6-yl)-4-[[3-(3-fluoro-4-methoxyphenyl)imidazo[1,2-a]pyrazin-8-yl]amino]-2-methylbenzamide C1NCC12CC(C2)NC(C2=C(C=C(C=C2)NC=2C=1N(C=CN2)C(=CN1)C1=CC(=C(C=C1)OC)F)C)=O